(2,2,3-TRIMETHYL-CYCLOPENT-3-ENYL)-ACETALDEHYDE CC1(C(CC=C1C)CC=O)C